tert-butyl (R)-3-(3-methyl-4-oxo-6-(trifluoromethyl)-3,4-dihydroquinazolin-2-yl)piperidine-1-carboxylate CN1C(=NC2=CC=C(C=C2C1=O)C(F)(F)F)[C@H]1CN(CCC1)C(=O)OC(C)(C)C